FC1(CCC(CC1)CN1N=C(C(=C1C(=O)NC1=C(C(=NC=C1)C(=O)OC)C)C(F)(F)F)C)F methyl 4-(1-((4,4-difluorocyclohexyl)methyl)-3-methyl-4-(trifluoromethyl)-1H-pyrazole-5-carboxamido)-3-methylpicolinate